5-acetyl-2,7-dimethyl-3-phenylisoquinolin-1(2H)-one C(C)(=O)C1=C2C=C(N(C(C2=CC(=C1)C)=O)C)C1=CC=CC=C1